Cl.FC(C1=CC=C(C=N1)C1=CC=C(S1)CN1C(NN=C1)=O)(F)F 4-(5-[6-(trifluoromethyl)pyridin-3-yl]thiophen-2-ylmethyl)-2,4-dihydro-3H-1,2,4-triazol-3-one hydrochloride